N[C@H](C(=O)NC=1SC(=CN1)C(CN1C[C@@H](O[C@H](C1)C)C)N1C(CCC(C1)(F)F)=O)C1CCC(CC1)C (2S)-2-amino-N-(5-(1-(5,5-difluoro-2-oxopiperidin-1-yl)-2-((2S,6S)-2,6-dimethylmorpholino)ethyl)thiazol-2-yl)-2-((1r,4S)-4-methylcyclohexyl)acetamide